N-(5-cyclopentyl-1H-pyrazol-3-yl)-4-(2-methoxyethoxy)pyrimidin-2-amine C1(CCCC1)C1=CC(=NN1)NC1=NC=CC(=N1)OCCOC